Cl.C(C)(C)(C)OC(C[C@H]([C@H]([C@H](CC)C)NC)OC)=O (3R,4S,5S)-3-methoxy-5-methyl-4-(methylamino)heptanoic acid tert-butyl ester hydrochloride